4-(4-methoxyphenyl)phenanthro[3,4,5-defg]chromene COC1=CC=C(C=C1)C=1OC2=CC3=C4C=5C2=C(C1)C=CC5C=CC4=CC=C3